CC1(CCC2(CCC(O2)OCC2=C(C=CC=C2)COC2OC3(CC2)CCC(CC3)(C)C)CC1)C 1,2-bis(((8,8-dimethyl-1-oxaspiro[4.5]dec-2-yl)oxy)methyl)benzene